N-(2-aminoethyl)-4-[[3-[4-(cyanomethoxy)-2,3-difluorophenyl]imidazo[1,2-a]pyrazin-8-yl]amino]-2-methyl-benzamide NCCNC(C1=C(C=C(C=C1)NC=1C=2N(C=CN1)C(=CN2)C2=C(C(=C(C=C2)OCC#N)F)F)C)=O